OCOC1=C(C2=CC=CC=C2C=C1)C1=C(C=CC2=CC=CC=C12)OCO 2,2'-bis(1-hydroxymethoxy)-1,1'-binaphthyl